C(C)(C)OC1=CC(=NC=C1)C1=NC(=NN1C)NC1=NC=C(C(=C1)C(F)(F)F)C(C)C N-(5-(4-isopropoxypyridin-2-yl)-1-methyl-1H-1,2,4-triazol-3-yl)-5-isopropyl-4-(trifluoromethyl)pyridin-2-amine